2-cyano-3-(3,4-dihydroxyphenyl)acrylamide C(#N)C(C(=O)N)=CC1=CC(=C(C=C1)O)O